cyclohexyl-2-methyl-3,4-epoxycyclohexyl-carboxylate tert-butyl-(3S)-3-[[(2S)-2-[benzyloxycarbonyl(methyl)amino]-2-cyclopentyl-acetyl]-methyl-amino]-4-(dimethylamino)-4-oxo-butanoate C(C)(C)(C)OC(C[C@@H](C(=O)N(C)C)N(C)C([C@H](C1CCCC1)N(C)C(=O)OCC1=CC=CC=C1)=O)=O.C1(CCCCC1)C1(C(C2C(CC1)O2)C)C(=O)O